ClC1=C(C(=CC=C1Cl)OCOCC[Si](C)(C)C)C(C)O 1-(2,3-dichloro-6-[[2-(trimethylsilyl)ethoxy]methoxy]phenyl)ethanol